tertbutyl (S)-2-(2-(1H-benzo[d]imidazole-2-carboxamido) 3-cyclobutylpropanoyl)-1-(3-amino-3-oxopropyl)hydrazine-1-carboxylate N1C(=NC2=C1C=CC=C2)C(=O)N[C@H](C(=O)NN(C(=O)OC(C)(C)C)CCC(=O)N)CC2CCC2